(3S)-1-{2-[1-(4-chlorophenyl)-1H-pyrazol-4-yl]-1,3-thiazole-4-carbonyl}-3-methylpiperazine ClC1=CC=C(C=C1)N1N=CC(=C1)C=1SC=C(N1)C(=O)N1C[C@@H](NCC1)C